[1,4]dioxine-5-carboxamide O1C=COC(=C1)C(=O)N